COC(=O)N1C(OC(C1C)=O)=O N-methoxycarbonyl-4-methyloxazolidine-2,5-dione